1-(4-(6-chloro-8-fluoro-7-(5-methyl-1H-indazol-4-yl)quinazolin-4-yl)piperazin-1-yl)prop-2-en-1-one ClC=1C=C2C(=NC=NC2=C(C1C1=C2C=NNC2=CC=C1C)F)N1CCN(CC1)C(C=C)=O